FC1=C(C=C2C=CC(N(C2=C1)C1=C(C=C(C(=C1)F)O[C@@H](C(F)(F)F)C)OC)=O)S(=O)(=O)NC1=NOC=C1 (P)-(R)-7-fluoro-1-(5-fluoro-2-methoxy-4-((1,1,1-trifluoropropan-2-yl)oxy)phenyl)-N-(isoxazol-3-yl)-2-oxo-1,2-dihydroquinoline-6-sulfonamide